ClCC(=O)NCCCN(C)C1=NC2=CC(=C(C=C2C(=N1)NC1CCN(CC1)C1CCCCC1)OC)F 2-chloro-N-(3-((4-((1-cyclohexylpiperidin-4-yl)amino)-7-fluoro-6-methoxyquinazolin-2-yl)(methyl)amino)propyl)acetamide